tert-butyl 4-(2'-oxospiro[cyclopropane-1,3'-indoline]-5'-yl)piperidine-1-carboxylate O=C1NC2=CC=C(C=C2C12CC2)C2CCN(CC2)C(=O)OC(C)(C)C